COC1=NC=CC(=C1)C1=C(C(=C(C(=O)O)C=C1)C(=O)N1CCNCC1)C=1C(C=2C(NC1)=NNN2)=O (2-methoxypyridin-4-yl)-7-oxo-2H,4H,7H-[1,2,3]triazolo[4,5-b]pyridin-6-yl-(piperazine-1-carbonyl)benzoic acid